C1CCCCCCCCCCCCCCCCCCCCCCC1 cyclotetracosane